COC(=O)C=1C(C(=C(OC1C)N)C#N)C=1N=NN(C1)C 2-amino-3-cyano-4-(1-methyl-1,2,3-triazolyl)-6-methyl-4H-pyran-5-carboxylic acid methyl ester